benzyl 7-(2-(4-(6-fluorobenzo[b]thiophen-4-yl)piperazin-1-yl)ethyl)-2-oxo-3,4-dihydroquinoline-1(2H)-carboxylate FC=1C=C(C2=C(SC=C2)C1)N1CCN(CC1)CCC1=CC=C2CCC(N(C2=C1)C(=O)OCC1=CC=CC=C1)=O